ClC1=CC=2C3=C(C(=NC2C(=C1C1=CC=C(C=C1)F)F)SC)N=CN3[C@@H]3C[C@H](N(CC3)C(=O)OC(C)(C)C)CC#N tert-butyl (2S,4S)-4-(8-chloro-6-fluoro-7-(4-fluorophenyl)-4-(methylthio)-1H-imidazo[4,5-c]quinolin-1-yl)-2-(cyanomethyl)piperidine-1-carboxylate